CNS(=O)(=O)C1=CC2=CC=CC(=C2C=C1)C1=CC=C(C=C1)C(F)(F)F N-methyl-5-(4-(trifluoromethyl)phenyl)naphthalene-2-sulfonamide